C1(CC1)OC=1C(=NC=CC1)N1CCN(CC1)C(=O)OC(C)(C)C tert-butyl 4-(3-cyclopropoxypyridin-2-yl)piperazine-1-carboxylate